BrC1=CC=C(C=C1)C=CC(=O)NC1=C(C=C(C=C1)C=1OC2=C(N1)C=C(C=C2)CC(=O)O)F 2-[4-[[3-(4-Bromophenyl)-1-oxo-2-propenyl]amino]-3-fluorophenyl]-5-benzoxazoleacetic acid